N=S1(CCC(CC1)C#N)=O 1-iminohexahydro-1λ6-thiopyran-4-carbonitrile 1-oxide